Benzyl (3S,5S)-3-((6-(4-amino-3,5-difluorophenyl)-8-isopropyl-7-oxo-7,8-dihydropteridin-2-yl)amino)-5-fluoropiperidine-1-carboxylate NC1=C(C=C(C=C1F)C1=NC=2C=NC(=NC2N(C1=O)C(C)C)N[C@@H]1CN(C[C@H](C1)F)C(=O)OCC1=CC=CC=C1)F